ethyl (S)-3-(4-acrylamidobenzamido)-5-((2-(dimethylamino)-1-(tetrahydro-2H-pyran-4-yl)ethyl)carbamoyl)-6,6-dimethyl-5,6-dihydropyrrolo[3,4-c]pyrazole-1(4H)-carboxylate C(C=C)(=O)NC1=CC=C(C(=O)NC=2C3=C(N(N2)C(=O)OCC)C(N(C3)C(N[C@H](CN(C)C)C3CCOCC3)=O)(C)C)C=C1